(5S)-N-(7-chloro-6-(trans-4-((R)-3-fluoropyrrolidin-1-yl)cyclohexyl)isoquinolin-3-yl)-6,6-dimethyltetrahydro-2H-pyran-3-carboxamide ClC1=C(C=C2C=C(N=CC2=C1)NC(=O)C1COC(CC1)(C)C)[C@@H]1CC[C@H](CC1)N1C[C@@H](CC1)F